4-[1-methyl-3-(4-pyridinyl)pyrazol-4-yl]-1H-pyrrolo[2,3-b]Pyridine CN1N=C(C(=C1)C1=C2C(=NC=C1)NC=C2)C2=CC=NC=C2